N-hydroxy-5-(5-oxo-5,6-dihydro-11H-indolo[3,2-c]isoquinolin-11-yl)valeramide ONC(CCCCN1C2=CC=CC=C2C=2NC(C3=CC=CC=C3C21)=O)=O